N[C@@H](CC1=CC=C(C=C1)O)C(=S)O thiotyrosine